[N-](S(=O)(=O)C(F)(F)F)S(=O)(=O)C(F)(F)F.C(=C)C(C)[N+](C)(C)CC1=CC=CC=C1 vinylbenzyldimethylethylammonium bistrifluoromethanesulfonimide